4'-Methoxy-7-isoflavanol COC1=CC=C(C2COC3=CC(=CC=C3C2)O)C=C1